ClC=1C=C(C=CC1Cl)C=1N=C(NC1)CC1=CC2=CC=CC=C2C=C1 4-(3,4-dichlorophenyl)-2-(2-naphthylmethyl)imidazole